FC1=C(C=C(C=C1)C(NC)=O)C[C@@H]1CC[C@H](CC1)C(=O)O trans-4-[[2-fluoro-5-(methylcarbamoyl)phenyl]methyl]cyclohexanecarboxylic acid